6-(1H-imidazol-1-yl)-4-(2-methoxyethoxy)-N-(2-(trifluoromethyl)pyridin-4-yl)pyridinecarboxamide N1(C=NC=C1)C1=CC(=CC(=N1)C(=O)NC1=CC(=NC=C1)C(F)(F)F)OCCOC